ClC1=CN=CC(=N1)N1CCC(CC1)NC(OC(C)(C)C)=O tert-butyl (1-(6-chloropyrazin-2-yl)piperidin-4-yl)carbamate